(S)-6-(4-(3-(2-((6-Oxo-5-(trifluoromethyl)-1,6-dihydropyridazin-4-yl)oxy)propoxy)propanoyl)piperazin-1-yl-2,2,3,3,5,5,6,6-d8)nicotinonitrile O=C1C(=C(C=NN1)O[C@H](COCCC(=O)N1C(C(N(C(C1([2H])[2H])([2H])[2H])C1=NC=C(C#N)C=C1)([2H])[2H])([2H])[2H])C)C(F)(F)F